acetylserine(thiol) C(C)(=O)N[C@@H](CO)CS